C12(CC3CC(CC(C1)C3)C2)NC(CNC2=NC(NC=C2)=O)=O N-(adamantan-1-yl)-2-((2-oxo-1,2-dihydropyrimidin-4-yl)amino)acetamide